(S)-2-(2-(5-chloro-2-((tetrahydro-2H-pyran-4-yl)amino)pyrimidin-4-yl)-4-oxo-6,7-dihydrothieno[3,2-c]pyridin-5(4H)-yl)-N-((S)-1-(3-chlorophenyl)-2-hydroxyethyl)propanamide ClC=1C(=NC(=NC1)NC1CCOCC1)C1=CC=2C(N(CCC2S1)[C@H](C(=O)N[C@H](CO)C1=CC(=CC=C1)Cl)C)=O